C(C)S(=O)(=O)C=1C(=NC(=CC1)C=1C=NN(C1)C)C=1C=NC=2N(C1)N=C(N2)C(F)(F)F 6-(3-(ethylsulfonyl)-6-(1-methyl-1H-pyrazol-4-yl)pyridin-2-yl)-2-(trifluoromethyl)-[1,2,4]triazolo[1,5-a]pyrimidine